(S)-3-(2-(methylamino)propoxy)benzyl propionate hydrochloride Cl.C(CC)(=O)OCC1=CC(=CC=C1)OC[C@H](C)NC